COC[C@@H](C1=CC=CC=C1)NC1=N\C(\C(N1C)=O)=C/C=1C=C2C=NN(C2=CC1)C (5Z)-2-[[(1R)-2-Methoxy-1-phenyl-ethyl]amino]-3-methyl-5-[(1-methylindazol-5-yl)methylene]imidazol-4-one